bis(2-hydroxy-phenyl)-methanone OC1=C(C=CC=C1)C(=O)C1=C(C=CC=C1)O